ClC1=C2C(=C(C(=NC2=C(C=C1)Cl)S(=O)C=1C=NC=NC1)C(C)=O)NC1=CC=C(C=C1)S(=O)(=O)C 1-(5,8-dichloro-4-((4-(methylsulfonyl)phenyl)amino)-2-(pyrimidin-5-ylsulfinyl)quinolin-3-yl)ethan-1-one